alpha-galactosylamide [C@H]1([C@H](O)[C@@H](O)[C@@H](O)[C@H](O1)CO)[NH-]